[Ge].B1(OC2=CC=CC=C2)OCCCO1 phenyl trimethylene borate germanium